methyl 3-(benzyloxy)-4-carbonyl-4H-pyran-2-carboxylate C(C1=CC=CC=C1)OC1=C(OC=CC1=C=O)C(=O)OC